O=C1N(C=2C=CC=C3OCCN1C23)C2C(NC(CC2)=O)=O 3-(2-oxo-3,4-dihydro-5-oxa-1,2a-diazaacenaphthylen-1(2H)-yl)piperidine-2,6-dione